3-(4-fluorophenyl)-1,2,4-thiadiazol-5(4H)-one FC1=CC=C(C=C1)C1=NSC(N1)=O